C(C)(C)(C)C1=CC=C(C=C1)CC(C=O)C 3-(p-tert-butylphenyl)-2-methylpropionaldehyde